(S)-3-(hydroxymethyl)-N-(6-(5-methyl-1,2,4-oxadiazol-3-yl)-2,3-dihydrobenzofuran-3-yl)benzamide OCC=1C=C(C(=O)N[C@@H]2COC3=C2C=CC(=C3)C3=NOC(=N3)C)C=CC1